N,N'-bis(2-hydroxyethyl)-N,N'-bis(4-aminophenyl)-1,3-diaminopropan-2-ol OCCN(CC(CN(C1=CC=C(C=C1)N)CCO)O)C1=CC=C(C=C1)N